N-trifluoromethylsulfonyl-oxysuccinimide FC(S(=O)(=O)ON1C(CCC1=O)=O)(F)F